CC12CC(CCC1O2)C(=O)OCC2C(C1C(CC2)O1)C 4-epoxy-3-methylcyclohexylmethyl 3,4-epoxy-3-methylcyclohexanecarboxylate